ClC=1C=C(C=CC1F)C1=C(C=C2C(=NC(N3C2=C1SC[C@H](C3)OCCOC)=O)N3CCN(CC3)C(=O)OC(C)(C)C)C(F)(F)F tert-butyl (S)-4-(11-(3-chloro-4-fluorophenyl)-3-(2-methoxyethoxy)-6-oxo-10-(trifluoromethyl)-3,4-dihydro-2H,6H-[1,4]thiazepino[2,3,4-ij]quinazolin-8-yl)piperazine-1-carboxylate